Cl.NCCCCC(=O)NCC1=NC(=NO1)C1=CC=C(C=C1)CCCCCCCCCC 5-amino-N-((3-(4-decylphenyl)-1,2,4-oxadiazol-5-yl)methyl)pentanamide hydrochloride